2-(3-(4-methoxybenzyl)-1-(m-tolyl)-1H-1,2,4-triazol-5-yl)morpholine COC1=CC=C(CC2=NN(C(=N2)C2CNCCO2)C=2C=C(C=CC2)C)C=C1